CSCCC=O 3-(methylthio)-1-propanone